BrCN1N=C(C=C1)C(=O)OCC ethyl 1-bromomethylpyrazole-3-carboxylate